4-(6-{[1-({[4-(trifluoromethyl)phenyl]methyl}carbamoyl)-D-prolyl]amino}pyridin-3-yl)benzoic acid FC(C1=CC=C(C=C1)CNC(=O)N1[C@H](CCC1)C(=O)NC1=CC=C(C=N1)C1=CC=C(C(=O)O)C=C1)(F)F